O[C@@H](CC1=C(C=CC=C1)NC1=NC(=NC=C1C(=O)N)NC1=C(C=C2CCN(CC2=C1)C)OC)C1=CC=CC=C1 4-({2-[(2S)-2-hydroxy-2-phenylethyl]phenyl}amino)-2-[(6-methoxy-2-methyl-1,2,3,4-tetrahydroisoquinolin-7-yl)amino]pyrimidine-5-carboxamide